FC=1C(=CC2=C(C(NC=3CNC[C@@H](C23)N(C(=O)C=2C=C3C=CC(=CN3C2)C(F)F)C)=O)C1)F (R)-N-(8,9-difluoro-6-oxo-1,2,3,4,5,6-hexahydrobenzo[c][1,7]naphthyridin-1-yl)-6-(difluoromethyl)-N-methylindolizine-2-carboxamide